CSC(C(=O)N1C(CCCC1)C=1N=NN(N1)C1=CC=C(C=C1)C)C 2-(Methylsulfanyl)-1-(2-(2-(p-tolyl)-2H-tetrazol-5-yl)piperidin-1-yl)propan-1-one